2-(2,3-difluorophenyl)-5-[1-(benzenesulfonyl)-1H-pyrrolo[2,3-b]pyridin-4-yl]-1H-pyrrole-3-carboxylic acid methyl ester COC(=O)C1=C(NC(=C1)C1=C2C(=NC=C1)N(C=C2)S(=O)(=O)C2=CC=CC=C2)C2=C(C(=CC=C2)F)F